N1C(=NC2=C1C=CC=C2)C2=C(C(=CC=C2)Cl)C=2C(=CC(=CC2)C(NC(CCC)CCC)=O)C(=O)O (S)-2'-(1H-1,3-benzodiazol-2-yl)-6'-chloro-4-[(heptan-4-yl)carbamoyl]-[1,1'-biphenyl]-2-carboxylic acid